4-(p-methoxyphenyl)butyric acid COC1=CC=C(C=C1)CCCC(=O)O